CCCCCCC(CC(CCCCCCCC)=O)=O heptadecane-7,9-dione